C(C)(C)(C)OC(=O)N1CC2(C1)CN(C2)C(C2=CC(=C(C=C2)C(=O)OC)C#CCN2C(C1=CC=CC=C1C2=O)=O)=O 6-(3-(3-(1,3-Dioxoisoindolin-2-yl)prop-1-yn-1-yl)-4-(methoxycarbonyl)benzoyl)-2,6-diazaspiro[3.3]heptane-2-carboxylic acid tert-butyl ester